FC(C(=O)O)(F)F.O=C1N(CCC(N1)=O)C1=NN(C2=CC(=CC=C12)C1CCN(CC1)CC(=O)O)C 2-[4-[3-(2,4-dioxohexahydropyrimidin-1-yl)-1-methyl-indazol-6-yl]-1-piperidinyl]acetic acid trifluoroacetate